COC1=CC=C2C(C=COC2=C1OC)=O 7,8-dimethoxychromone